3-(2-Chlorophenyl)-N-hydroxy-2-methyl-3-(2-methylpyrimidin-5-yl)propanimidamide ClC1=C(C=CC=C1)C(C(C(NO)=N)C)C=1C=NC(=NC1)C